CO[C@@H](C(=O)O)C1=CC=CC=C1 (R)-2-methoxy-2-phenylacetic acid